ClC1=C(C2=C(NC(O[C@]23CN(CC3)C=3C=C(C(=O)NCC2=CC=C(C=C2)CN2C(C=CC=C2)=O)C=CN3)=O)C=C1)F (S)-2-(6-Chloro-5-fluoro-2-oxo-1,2-dihydrospiro[benzo[d][1,3]oxazine-4,3'-pyrrolidin]-1'-yl)-N-(4-((2-oxopyridin-1(2H)-yl)methyl)benzyl)isonicotinamide